CC1=C(C=2N(C=CC2S1)CC1=CC=C(C=C1)C(F)(F)F)C(=O)O 2-methyl-4-[[4-(trifluoromethyl)phenyl]methyl]thieno[3,2-b]pyrrole-3-carboxylic acid